FC1=NC=C(C(=C1)B(O)O)OC 2-FLUORO-5-METHOXYPYRIDINE-4-BORONIC ACID